isobutyl 2-carboxy-α-cyanocinnamate C(=O)(O)C1=C(C=C(C(=O)OCC(C)C)C#N)C=CC=C1